C(CC(C)S)S butane-1,3-dithiol